5-[4-(8,8-Difluoro-6-azaspiro[3.4]octan-6-yl)furo[2,3-d]pyrimidin-6-yl]-1H-pyrimidine-2,4-dione FC1(CN(CC12CCC2)C=2C1=C(N=CN2)OC(=C1)C=1C(NC(NC1)=O)=O)F